4-methyl-4-[methyl-[2-(3-pyridylmethoxy)ethyl]amino]pent-2-ynethioic acid S-methyl ester CSC(C#CC(C)(N(CCOCC=1C=NC=CC1)C)C)=O